C(C(=C)C)(=O)OCCO 2-(methacryloyloxy)ethanol